11-bromoundecyl (Z)-3-propyltridec-2-enoate C(CC)/C(=C/C(=O)OCCCCCCCCCCCBr)/CCCCCCCCCC